Ethyl (R)-2,5-dioxotetrahydro-1H-pyrrolizine-7a(5H)-carboxylate O=C1C[C@]2(CCC(N2C1)=O)C(=O)OCC